C1(CC1)C=1C(=NC(=CC1)[C@H](O)C1=CC(=CC=C1)F)C |r| (±)-cyclopropyl-6-((3-fluorophenyl)(hydroxy)methyl)-methylpyridine